CN(CCN(C=1C(=CC(=C(C1)OC)NC1=NC2=C(C=C(C=C2C=N1)OC1=CC=C(C=C1)F)C1=CC=CC=C1)N)C)C N1-(2-(dimethylamino)ethyl)-N4-(6-(4-fluorophenoxy)-8-phenylquinazolin-2-yl)-5-methoxy-N1-methylbenzene-1,2,4-triamine